C1=CNC=CC2=C1C=CC=C2 3H-3-Benzazepine